ethyl 4-[5-[3-[2-[(3-ethoxy-3-oxo-propyl) carbamoyl]-6-methoxy-benzothiophen-5-yl] oxypropoxy]-6-methoxy-isoindolin-2-yl]-4-oxo-butanoate C(C)OC(CCNC(=O)C=1SC2=C(C1)C=C(C(=C2)OC)OCCCOC=2C=C1CN(CC1=CC2OC)C(CCC(=O)OCC)=O)=O